ClC1=C(OCC2=NC=CC(=C2)OC2CCN(CC2)CC2=NC3=C(N2C[C@H]2OCC2)C=C(C=C3)C(=O)OC)C=CC(=C1)Cl Methyl (S)-2-((4-((2-((2,4-dichlorophenoxy)methyl)pyridin-4-yl)oxy)piperidin-1-yl)methyl)-1-(oxetan-2-ylmethyl)-1H-benzo[d]imidazole-6-carboxylate